tert-butyl N-[4-[2-amino-3,5-dicyano-6-(3-pyridylmethylsulfanyl)-4-pyridyl]phenyl]-N-(2-methoxyethyl)carbamate NC1=NC(=C(C(=C1C#N)C1=CC=C(C=C1)N(C(OC(C)(C)C)=O)CCOC)C#N)SCC=1C=NC=CC1